NC1=C2N=CN(C2=NC(=N1)Cl)[C@H]1[C@]([C@@H]([C@H](O1)CO)O)(C)F (2R,3R,4R,5R)-5-(6-amino-2-chloro-9H-purin-9-yl)-4-fluoro-2-(hydroxymethyl)-4-methyltetrahydrofuran-3-ol